7-(1-(2,2-difluoroethyl)-1H-pyrazolo[3,4-b]pyrazin-6-yl)-2-(6-(trifluoromethyl)pyridin-2-yl)-2,7-diazaspiro[3.5]nonan-6-one FC(CN1N=CC=2C1=NC(=CN2)N2C(CC1(CN(C1)C1=NC(=CC=C1)C(F)(F)F)CC2)=O)F